{1-[1-(3-fluoro-4-methoxybenzoyl)piperidin-4-yl]-3-[4-(7H-pyrrolo[2,3-d]pyrimidin-4-yl)-1H-pyrazol-1-yl]azetidin-3-yl}acetonitrile FC=1C=C(C(=O)N2CCC(CC2)N2CC(C2)(N2N=CC(=C2)C=2C3=C(N=CN2)NC=C3)CC#N)C=CC1OC